C(C)(=O)N[C@H](C(=O)N[C@@H]1[C@@H](CCC1)C(N[C@@H](C1=CC=CC=C1)C1=CC=C(C=C1)C(C)C)=O)CC(=O)N (S)-2-acetamido-N1-((1S,2R)-2-(((S)-(4-isopropylphenyl)(phenyl)methyl)carbamoyl)cyclopentyl)succinamide